OC1CN(C1)C(=O)O[C@@H]1CC[C@H](CC1)C(N(C1=NC=CC(=C1)C1=CN=C(S1)C1CC1)C[C@@H]1CC[C@H](CC1)C1=CC(=C(C=C1)OC)C#N)=O trans-4-(((trans-4-(3-Cyano-4-methoxy-phenyl)cyclohexyl)-methyl)(4-(2-cyclopropylthiazol-5-yl)-pyridin-2-yl)carbamoyl)cyclohexyl 3-hydroxyazetidine-1-carboxylate